S-(5-bromopentyl) ethanethioate C(C)(SCCCCCBr)=O